C(CCCCCCCCCCCCCCC)(=O)OC[C@@H](OC(C=CC=CC=C\C=C\CCCCCCCCC)=O)COP(=O)([O-])OCC[N+](C)(C)C 1-hexadecanoyl-2-(9E,11E,13E,15E-octadecatetraenoyl)-sn-glycero-3-phosphocholine